1-(tert-butyl) 3-methyl 3-((2-((S)-(((benzyloxy)carbonyl)amino)((1r,4S)-4-methylcyclohexyl)methyl)imidazo[1,2-b]pyridazin-6-yl)methyl)-5,5-dimethyl-2-oxopiperidine-1,3-dicarboxylate C(C1=CC=CC=C1)OC(=O)N[C@H](C=1N=C2N(N=C(C=C2)CC2(C(N(CC(C2)(C)C)C(=O)OC(C)(C)C)=O)C(=O)OC)C1)C1CCC(CC1)C